C(C)(C)(C)C1=NC(=NO1)C(=O)NCC1=C(C(=C(C=C1)C1=CC(=NC=C1)NC(=O)C1CC1)C)F 5-(tert-butyl)-N-(4-(2-(cyclopropanecarboxamido)pyridin-4-yl)-2-fluoro-3-methylbenzyl)-1,2,4-oxadiazole-3-carboxamide